C(C)NC(COC1=CC(=C(C(=C1)C)CC1=CC(=C(C=C1)O)C(C)C)C)=O n-ethyl-2-(4-(4-hydroxy-3-isopropylbenzyl)-3,5-dimethylphenoxy)acetamide